(2-(4-((3-(2,3-difluoro-4-methoxyphenyl)imidazo[1,2-a]pyrazin-8-yl)amino)-2-ethylbenzamido)ethyl)glycine compound with 2,2,2-trifluoroacetic Acid FC(C(=O)O)(F)F.FC1=C(C=CC(=C1F)OC)C1=CN=C2N1C=CN=C2NC2=CC(=C(C(=O)NCCNCC(=O)O)C=C2)CC